C(CC)=[N+](CC)[O-] N-propylideneethylamine-N-oxide